C[C@@]12C[C@H](N([C@H]2C1)C(CNC(CCCOC1=CC=CC=C1)=O)=O)C(=O)N[C@H]1CN(CC1)C(CCNC(OCC1=CC=CC=C1)=O)=O Benzyl (3-((R)-3-((1S,3S,5S)-5-methyl-2-((4-phenoxybutanoyl)glycyl)-2-azabicyclo[3.1.0]hexane-3-carboxamido)pyrrolidin-1-yl)-3-oxopropyl)carbamate